C(C)(=O)O[C@@H](CC)[C@H]1O[C@H]([C@@H](C1)O)N1C(SC2=C1N=C(N=C2)N)=O [(1S)-1-[(2S,4R,5R)-5-(5-amino-2-oxo-thiazolo[4,5-d]pyrimidin-3-yl)-4-hydroxy-tetrahydrofuran-2-yl]propyl] acetate